tert-butyl N-[2-[2-[[tert-butyl(dimethyl)silyl]oxymethyl]-7-fluoro-indan-5-yl]oxy-1-methyl-ethyl]carbamate [Si](C)(C)(C(C)(C)C)OCC1CC2=C(C=C(C=C2C1)OCC(C)NC(OC(C)(C)C)=O)F